NC=1C(=NC=C(C1)C(F)(F)F)N1CCN(CC1)C(=O)OC(C)(C)C tert-butyl 4-(3-amino-5-(trifluoromethyl)pyridin-2-yl)piperazine-1-carboxylate